C1(CCCC1)CCN1C[C@H]([C@](CC1)(O)COC1=C2CCC(NC2=C(C=C1)F)=O)O 5-(((3R,4R)-1-(2-cyclopentylethyl)-3,4-dihydroxypiperidin-4-yl)methoxy)-8-fluoro-3,4-dihydroquinolin-2(1H)-one